(E)-7-azaindol-6(7H)-one N1C=CC=2C=CC(NC12)=O